2-amino-5-bromo-1-(3-methoxy-2,6-dimethyl-phenyl)-6-methyl-pyrrolo[2,3-b]pyridine-3-carboxamide NC1=C(C=2C(=NC(=C(C2)Br)C)N1C1=C(C(=CC=C1C)OC)C)C(=O)N